FC1=CC=2N(C=C1)C(=CN2)C=2C=NC=1C=CN=C(C1C2)N 3-(7-Fluoroimidazo[1,2-a]pyridin-3-yl)-1,6-naphthyridin-5-amine